N-Benzyl-propylendiamin C(C1=CC=CC=C1)NCC(C)N